C(C)(C)N1N=C(C=C1)C=1C(=CC(=NC1)NC(C)=O)NC1=CC(=CC(=C1)S(=O)(=O)C)OC N-(5-(1-isopropyl-1H-pyrazol-3-yl)-4-((3-methoxy-5-(methylsulfonyl)phenyl)amino)pyridin-2-yl)acetamide